N-((2-(2,6-dioxopiperidin-3-yl)-1,3-dioxoisoindolin-4-yl)methyl)-4-hydrazineylbenzamide O=C1NC(CCC1N1C(C2=CC=CC(=C2C1=O)CNC(C1=CC=C(C=C1)NN)=O)=O)=O